NC1=C2C=CC=NC2=C(C=C1C(=O)C1=C2C=NN(C2=C(C(=C1)F)F)C1OCCCC1)OC(F)(F)F [5-amino-8-(trifluoromethoxy)quinolin-6-yl]-[6,7-difluoro-1-(oxan-2-yl)indazol-4-yl]methanone